FC1=CC=C(C=C1)[C@@H]1N(CCC2=CC=CC=C12)C(=O)N1C[C@@H](CC1)CNC(OC(C)(C)C)=O tert-butyl (((S)-1-((S)-1-(4-fluorophenyl)-1,2,3,4-tetrahydroisoquinoline-2-carbonyl)pyrrolidin-3-yl)methyl)carbamate